tert-butyl 3-(3-(4-chloro-3,5-dimethylphenoxy)propyl)-7-(1-(6-(1,3-dioxoisoindolin-2-yl)hexyl)-3,5-dimethyl-1H-pyrazol-4-yl)-1-(2-morpholinoethyl)-1H-indole-2-carboxylate ClC1=C(C=C(OCCCC2=C(N(C3=C(C=CC=C23)C=2C(=NN(C2C)CCCCCCN2C(C3=CC=CC=C3C2=O)=O)C)CCN2CCOCC2)C(=O)OC(C)(C)C)C=C1C)C